BrC1(C(NCCC1)=O)Br 3,3-dibromopiperidine-2-one